C(C)OC(=O)C1C2C=CC(C1)C2.FC(C=2C=C(C=C(C2)C(F)(F)F)S(=O)(=O)N)(F)F 3,5-bis(trifluoromethyl)benzenesulfonamide ethyl-5-norbornene-2-carboxylate